FC=1C=C2CCC(C2=C(C1)F)N1C=C(C=2[C@@H](C(CCC12)(F)F)O)C(F)(F)F (4S)-1-(5,7-difluoro-2,3-dihydro-1H-inden-1-yl)-5,5-difluoro-3-(trifluoromethyl)-4,5,6,7-tetrahydro-1H-indol-4-ol